C(C)(C)OCCN(CC[C@@H](C(=O)O)NC(=O)N1[C@@H](CC1)C)CCCCC1=NC=2NCCCC2C=C1 (2S)-4-[2-isopropoxyethyl-[4-(5,6,7,8-tetrahydro-1,8-naphthyridin-2-yl)butyl]amino]-2-[[(2R)-2-methylazetidine-1-carbonyl]amino]butanoic acid